1,3-bis(3-bromophenylthio)propan-2-yl acrylate C(C=C)(=O)OC(CSC1=CC(=CC=C1)Br)CSC1=CC(=CC=C1)Br